C1(=CC=CC=C1)C\1=NOC(/C1=C/C=1SC(=CC1)N1CCNCC1)=O (E)-3-phenyl-4-((5-(piperazin-1-yl)thiophen-2-yl)methylene)isoxazol-5(4H)-one